(R)-N-(5-(2,4-difluorophenoxy)pyridin-2-yl)-2-(3,3-dimethyl-4-(6-oxo-1,6-dihydropyridine-3-carbonyl)piperazin-1-yl)propanamide FC1=C(OC=2C=CC(=NC2)NC([C@@H](C)N2CC(N(CC2)C(=O)C2=CNC(C=C2)=O)(C)C)=O)C=CC(=C1)F